N=1N(N=CC1)CC12CC(CC(N1C(=O)NC1=CC(=C(C=C1)Cl)C1=NN(C=N1)C)C2)C cis-1-((2H-1,2,3-triazol-2-yl)methyl)-N-(4-chloro-3-(1-methyl-1H-1,2,4-triazol-3-yl)phenyl)-3-methyl-6-azabicyclo[3.1.1]heptane-6-carboxamide